((2S,3S,4R)-2-(5-chlorothien-2-yl)-1-(1-(4-fluorophenyl)-1H-indazol-5-yl)-4-methyl-5-oxopyrrolidin-3-yl) carbamate C(N)(O[C@@H]1[C@H](N(C([C@@H]1C)=O)C=1C=C2C=NN(C2=CC1)C1=CC=C(C=C1)F)C=1SC(=CC1)Cl)=O